phenyl-(diphenyltriazinyl)(phenyldibenzoselenophenyl)biphenyl tert-butyl-3-oxo-2,4,4a,5,6,8-hexahydropyrido[3,4-c]pyridazine-7(3H)-carboxylate C(C)(C)(C)OC(=O)N1CC2=NNC(CC2CC1)=O.C1(=CC=CC=C1)C1=C(C(=C(C=C1)C1=CC=CC=C1)C1=C(C=CC=2[Se]C3=C(C21)C=CC=C3)C3=CC=CC=C3)C3=NN=NC(=C3C3=CC=CC=C3)C3=CC=CC=C3